C(C)(C)[Si](O[C@@H]1C[C@H](CCC1)N)(C(C)C)C(C)C (1S,3S)-3-[(triisopropylsilyl)oxy]cyclohexan-1-amine